C1=CC=C(C=C1)CCCCC(=O)O phenylValeric acid